Sodium Butylparaben C(CCC)OC(=O)C1=CC=C(O)C=C1.[Na]